t-octylperoxy t-butyl monocarbonate C(OOOC(C)(C)CC(C)(C)C)(OC(C)(C)C)=O